C(C)OC(=O)C1=CC(=C2C(=N1)O[C@@H](CC2)CO)C2=C(C=C(C=C2)F)F (S)-5-(2,4-difluorophenyl)-2-(hydroxymethyl)-3,4-dihydro-2H-pyrano[2,3-b]Pyridine-7-Carboxylic acid Ethyl ester